CN(S(=O)(=O)C1=C(C=CC=C1)C#CC=1C=CC(=NC1)C(=O)O)C1=CC=CC=C1 5-(2-{2-[methyl(phenyl)sulfamoyl]phenyl}-ethynyl)pyridine-2-carboxylic acid